benzyl (1-((1-(4-((2,6-dioxopiperidin-3-yl)amino)-2-fluorophenyl)azetidin-3-yl)methyl)piperidin-4-yl)carbamate O=C1NC(CCC1NC1=CC(=C(C=C1)N1CC(C1)CN1CCC(CC1)NC(OCC1=CC=CC=C1)=O)F)=O